ClC=1C=CC2=C(N=C(S2)C2(CCN(CC2)C(=O)OC(C)(C)C)F)C1 tert-butyl 4-(5-chlorobenzo[d]thiazol-2-yl)-4-Fluoropiperidine-1-carboxylate